(-)-1,2-Bis(3,4-dimethylphenyl)ethan-1-ol CC=1C=C(C=CC1C)C(CC1=CC(=C(C=C1)C)C)O